C(=O)[O-].C1(=CC=CC=C1)C(C(=O)OC1CC2CCC(C1)[N+]21CCCC1)(OCOC(C(C)(C)C)=O)C1=CC=CC=C1 3-(2,2-diphenyl-2-((pivaloyloxy)methoxy)acetoxy)spiro[bicyclo[3.2.1]octane-8,1'-pyrrolidin]-8-ium formate